cis-hex-3-en-1-yl methyl carbonate C(OCC\C=C/CC)(OC)=O